ClCC(=O)NC(NC=1C(=NC=CC1)OC)=O 2-chloro-N-((2-methoxypyridin-3-yl)carbamoyl)acetamide